[3-(2'-Cyclopropylmethoxy-6-oxo-1,6-dihydro-[4,5'-bipyrimidin]-2-yl)-4-(trifluoromethyl)benzyl]isobutyramide C1(CC1)COC1=NC=C(C=N1)C=1N=C(NC(C1)=O)C=1C=C(CC(C(=O)N)(C)C)C=CC1C(F)(F)F